COC1=CC=C(C=C1)\C=C\C 1-methoxy-4-((E)-1-propenyl)-benzene